Cl.ClC=1C=C(C=CC1Cl)C1(CNCC1)O 3-(3,4-dichlorophenyl)pyrrolidine-3-ol hydrochloride